ClC=1N=CC(=NC1)N1CCC(CC1)(C)NC(OC(C)(C)C)=O tert-butyl (1-(5-chloropyrazin-2-yl)-4-methylpiperidin-4-yl)carbamate